CC1=CN=CO1 5-(methyl)oxazol